Europium fluoride [F-].[Eu+3].[F-].[F-]